4-[8-[(2-cyclopropyl-5-ethoxy-4-methyl-phenyl)methyl]-2-oxo-1,3,8-triazaspiro[4.5]decan-3-yl]benzoic acid C1(CC1)C1=C(C=C(C(=C1)C)OCC)CN1CCC2(CN(C(N2)=O)C2=CC=C(C(=O)O)C=C2)CC1